C1(=CC=C(C=C1)C(O)C1=C(SC(=C1Br)C)C)C1=CC=CC=C1 [1,1'-biphenyl]-4-yl(4-bromo-2,5-dimethylthiophen-3-yl)methanol